[I].C(C(C)=C)CN1C(=O)N(C)C=2N=CNC2C1=O methallyl-theophylline iodine salt